4-([1,2,4]Triazolo[1,5-a]pyridin-2-ylamino)-6-chloro-N-methylpyridazine-3-carboxamide N=1C(=NN2C1C=CC=C2)NC2=C(N=NC(=C2)Cl)C(=O)NC